N-pentylpentanamide C(CCCC)NC(CCCC)=O